2-[2-Chloro-4-fluoro-5-(7-morpholin-4-yl-quinazolin-4-yl)-phenyl]-2-(1-methyl-6-oxo-1,6-dihydro-pyridin-2-yl)-acetamide ClC1=C(C=C(C(=C1)F)C1=NC=NC2=CC(=CC=C12)N1CCOCC1)C(C(=O)N)C=1N(C(C=CC1)=O)C